(3,4-dichloro-5-fluoro-1H-indol-2-yl)(piperazin-1-yl)methanone ClC1=C(NC2=CC=C(C(=C12)Cl)F)C(=O)N1CCNCC1